NC=1C=C(C=C(C1)C(F)(F)F)[C@@H](C)NC=1C2=C(N=C(N1)NCCOC)C=NC(=C2)N2CCCC2 (R)-N4-(1-(3-amino-5-(trifluoromethyl)phenyl)ethyl)-N2-(2-methoxyethyl)-6-(pyrrolidin-1-yl)pyrido[3,4-d]pyrimidine-2,4-diamine